9-(9H-carbazol-9-yl)-N-phenyl-N-{4-(8-(phenyl-d)naphthalen-2-yl)phenyl-d}dibenzo[b,d]furan-3-amine C1=CC=CC=2C3=CC=CC=C3N(C12)C1=CC=CC2=C1C1=C(O2)C=C(C=C1)N(C1=C(C=C(C=C1)C1=CC2=C(C=CC=C2C=C1)C1=C(C=CC=C1)[2H])[2H])C1=CC=CC=C1